5-(3-ethyl-5-(piperidin-4-yl)-1H-indol-2-yl)-7H-pyrrolo[2,3-d]pyrimidine C(C)C1=C(NC2=CC=C(C=C12)C1CCNCC1)C1=CNC=2N=CN=CC21